6-(3-(5-bromo-4-chloropyridin-3-yl)-2-chlorophenyl)-2-methoxynicotinaldehyde BrC=1C(=C(C=NC1)C=1C(=C(C=CC1)C1=NC(=C(C=O)C=C1)OC)Cl)Cl